methyl 6-chloro-5-(methylamino)-3-[(1-tetrahydropyran-4-ylpyrazol-4-yl)amino]pyrazine-2-carboxylate ClC1=C(N=C(C(=N1)C(=O)OC)NC=1C=NN(C1)C1CCOCC1)NC